Cl.N1(CCNCC1)CC1=CC=C(C=C1)C1=CN(C=2N=C(N=CC21)NCCC)[C@@H]2CC[C@H](CC2)O trans-4-(5-[4-[(piperazin-1-yl)methyl]phenyl]-2-(propylamino)-7H-pyrrolo[2,3-d]pyrimidin-7-yl)cyclohexan-1-ol hydrochloride